FC(F)OC(=O)C1=C(N=NC=C1)O difluoromethyl-3-hydroxypyridazine-4-carboxylate